O=C1OC2=CC(=CC=C2C(=C1)C1=CC=CC=C1)OC(C(=O)N)C 2-[(2-oxo-4-phenyl-2H-chromen-7-yl)oxy]propanamide